trans-2-phenylcyclopropane-1-carbohydrazide C1(=CC=CC=C1)[C@H]1[C@@H](C1)C(=O)NN